FC1=C(C=CC(=C1)F)S(=O)(=O)NC=1C(=NC=C(C1)C=1C=C2C(=NC=NC2=CC1)N1CCN(CC1)C(\C=C\C(C)=O)=O)C(=O)OC methyl (E)-3-((2,4-difluorophenyl)sulfonamido)-5-(4-(4-(4-oxopent-2-enoyl)piperazin-1-yl)quinazolin-6-yl)picolinate